1-butyl-trimethyl-imidazole zinc nitrate [N+](=O)([O-])[O-].[Zn+2].C(CCC)N1C(=NC(=C1C)C)C.[N+](=O)([O-])[O-]